O=S(N1CCN(CC1)C1=NC=CC(=C1)C(F)(F)F)(C=C)=O 1-[dioxo(vinyl)-λ6-sulfanyl]-4-[4-(trifluoromethyl)pyridin-2-yl]piperazine